O=C1NC(CCC1N1C(C2=CC=CC(=C2C1=O)N(CC=1N=NN(C1)C1CCNCC1)C)=O)=O 2-(2,6-Dioxopiperidin-3-yl)-4-(methyl((1-(piperidin-4-yl)-1H-1,2,3-triazol-4-yl)methyl)amino)isoindoline-1,3-dione